CC1=CN=C(O1)[Sn](CCCC)(CCCC)CCCC 5-methyl-2-(tributylstannyl)-1,3-oxazole